[C@@H]1([C@H](O)[C@@H](O)[C@H](O)[C@H](O1)CO)C=1C(=C(C(=CC1O)O)C(CCC1=CC=C(C=C1)O)=O)O 1-(3-BETA-D-glucopyranosyl-2,4,6-trihydroxyphenyl)-3-(4-hydroxyphenyl)-1-propanone